C1(CC1)NC(C(C(C[C@H]1C(NCC1)=O)NC([C@H](CC(C)(C)C)NC(O[C@@H](C)C1=C(C=C(C=C1)Cl)F)=O)=O)=O)=O (S)-1-(4-chloro-2-fluorophenyl)ethyl ((2S)-1-((4-(cyclopropylamino)-3,4-dioxo-1-((S)-2-oxopyrrolidin-3-yl)butan-2-yl)amino)-4,4-dimethyl-1-oxopentan-2-yl)carbamate